3-(5-(((S)-1-((2-Morpholinoquinazolin-6-yl)methyl)pyrrolidin-3-yl)oxy)-1-oxoisoindolin-2-yl)piperidine-2,6-dione O1CCN(CC1)C1=NC2=CC=C(C=C2C=N1)CN1C[C@H](CC1)OC=1C=C2CN(C(C2=CC1)=O)C1C(NC(CC1)=O)=O